C(CC[Se][Se]CCC(=O)O)(=O)O 3,3'-Diselenobispropionic acid